CC1(N(C[C@H](C1)CCC(C1CC(OC(C1)(C)C)(C)C)NC1=NC(=CC=C1)S(N)(=O)=O)C(=O)OC(C)(C)C)C tert-butyl (4S)-2,2-dimethyl-4-[3-[(6-sulfamoyl-2-pyridyl)amino]-3-(2,2,6,6-tetramethyltetrahydropyran-4-yl)propyl]pyrrolidine-1-carboxylate